methyl 9-(((3R,8R,9S,10R,13S,14S)-10,13-dimethyl-17-(pyridin-3-yl)-2,3,4,7,8,9,10,11,12,13,14,15-dodecahydro-1H-cyclopenta[a]phenanthren-3-yl)amino)-9-oxononanoate C[C@]12[C@H]3CC[C@@]4(C(=CC[C@H]4[C@@H]3CC=C2C[C@@H](CC1)NC(CCCCCCCC(=O)OC)=O)C=1C=NC=CC1)C